2,3-di-tert-butylsuccinic acid diethyl ester C(C)OC(C(C(C(=O)OCC)C(C)(C)C)C(C)(C)C)=O